C(C)(C)(C)OC(=O)N1C2(CN(C2=O)\C(\C(=O)OC)=C/C)CCC1.NC=1C=C(CNC(=O)C=2N=C(SC2)C#C)C=CC1 N-(3-aminobenzyl)-2-ethynyl-thiazole-4-carboxamide (Z)-tert-butyl-2-(1-methoxy-1-oxobut-2-en-2-yl)-1-oxo-2,5-diazaspiro[3.4]octane-5-carboxylate